2-((9,10-dimethoxy-4-oxo-6,7-dihydro-4H-pyrimido[6,1-a]isoquinolin-2-yl)(methanesulfonamido)propyl)-1H-imidazole-2-carboxamide COC=1C=C2CCN3C(C2=CC1OC)=CC(=NC3=O)C(CCC3(NC=CN3)C(=O)N)NS(=O)(=O)C